C(C)(C)(C)OC(=O)N(CC(=O)OCC=1C(=NC=CC1)NC)C (2-(methylamino)pyridin-3-yl)methyl 2-((tertbutoxycarbonyl)(methyl)amino)acetate